ClC=1C2=C(C(N(C1)C1=CC(=CC=C1)C1(CC(C1)OC([2H])([2H])[2H])C1=NN=CN1C)=O)NC(=C2)CN2C[C@H](CCC2)C 4-Chloro-6-(3-((1S,3R)-3-(methoxy-d3)-1-(4-methyl-4H-1,2,4-triazol-3-yl)cyclobutyl)phenyl)-2-(((S)-3-methylpiperidin-1-yl)methyl)-1,6-dihydro-7H-pyrrolo[2,3-c]pyridin-7-one